ClC(C[Si](OCCC)(OCCC)OCCC)(C(Cl)(Cl)Cl)Cl 2,2,3,3,3-pentachloropropyltri-n-propoxysilane